2-cyclopentyl-1-(2-(3-methyl-3,8-diazabicyclo[3.2.1]octan-8-yl)-5,7-dihydro-6H-pyrrolo[3,4-b]pyridin-6-yl)ethan-1-one C1(CCCC1)CC(=O)N1CC2=NC(=CC=C2C1)N1C2CN(CC1CC2)C